BrC=1C=C(C=CC1)N1C(=NC2=C1C=CC=C2)C2=CC=CC=C2 1-(3-bromophenyl)-2-phenyl-1H-benzimidazole